2-Amino-7-fluoro-4-((11aS)-4-fluoro-6-oxo-8,9,10,11,11a,12-hexahydro-6H-pyrazino[2',1':3,4][1,4]diazepino[6,7,1-hi]indazol-3-yl)benzo[b]thiophene-3-carbonitrile NC1=C(C2=C(S1)C(=CC=C2C2=C1C=NN3C1=C(C=C2F)C(N2[C@H](C3)CNCC2)=O)F)C#N